3-(4-bromophenyl)acrolein BrC1=CC=C(C=C1)C=CC=O